N-(5-(6-methoxy-[1,2,4]triazolo[1,5-a]pyridin-2-yl)-8-(methylamino)-2,7-naphthyridin-3-yl)cyclopropanecarboxamide COC=1C=CC=2N(C1)N=C(N2)C2=C1C=C(N=CC1=C(N=C2)NC)NC(=O)C2CC2